FC=1C=C2C=3C=C(C=C(C3N(C2=CC1)S(=O)(=O)C1=CC=C(C)C=C1)OCCN(C)C)OC1=CC=CC=C1 2-(6-fluoro-3-phenoxy-9-tosyl-9H-carbazol-1-yloxy)-N,N-dimethylethanamine